BrC1=NC(=CC(=C1)C(F)F)C1(COCC1)OC 2-bromo-4-(difluoromethyl)-6-(3-methoxytetrahydrofuran-3-yl)pyridine